C(C)NC[C@H]1CC(N(CCN1C)C1=CC(=CC=C1)O[C@@H](CCNC)C=1SC=CC1)=O (R)-7-((ethylamino)methyl)-1-methyl-4-(3-((S)-3-(methylamino)-1-(thiophen-2-yl)propoxy)phenyl)-1,4-diazepan-5-one